O1CC(CC1)NC(N)=O 3-(tetrahydrofuran-3-yl)urea